4-(4-chlorophenyl)-N2-Cyclopropyl-pyrimidine-2,4,5-triamine ClC1=CC=C(C=C1)C1(NC(=NC=C1N)NC1CC1)N